C1(CC1)N(CCC(C(=O)O)NC(COC)=O)CCCCC1=NC=2NCCCC2C=C1 4-[cyclopropyl-[4-(5,6,7,8-tetrahydro-1,8-naphthyridin-2-yl)butyl]amino]-2-[(2-methoxyacetyl)amino]butanoic acid